NS(=NC(CC=1C(=C2COCC2=CC1CC)C(C)C)=O)(=O)C1=CN=C(S1)C(C)(C)O N-(amino(2-(2-hydroxypropan-2-yl)thiazol-5-yl)(oxo)-λ6-sulfaneylidene)-2-(6-ethyl-4-isopropyl-1,3-dihydroisobenzofuran-5-yl)acetamide